Methyl-6-(4-(5'-(4-chloro-3-fluorophenyl)-3,3-dimethyl-5',6'-dihydrospiro[cyclobutane-1,7'-pyrrolo[2,3-b]pyrazine]-2'-carbonyl)-3,3-dimethylpiperazin-1-yl)-2,4-dimethylnicotinic acid CC=1C(=NC(=C(C(=O)O)C1C)C)N1CC(N(CC1)C(=O)C=1N=C2C(=NC1)N(CC21CC(C1)(C)C)C1=CC(=C(C=C1)Cl)F)(C)C